CCSS(=O)(=O)SCC methyl-methyl-thiosulfone